C(C)(C)(C)N1N=C(C(=C1)C(=O)NCC#CC1=NN2C(C=CC=C2N[C@H]2[C@H](CN(CC2)C)F)=C1CC(F)(F)F)O 1-(tert-butyl)-N-[3-(7-{[(3S,4R)-3-fluoro-1-methylpiperidin-4-yl]amino}-3-(2,2,2-trifluoroethyl)pyrazolo[1,5-a]pyridin-2-yl)prop-2-yn-1-yl]-3-hydroxy-1H-pyrazole-4-carboxamide